ClC=1C=C(C=CC1F)N[C@H](C)C(=O)O N-(3-chloro-4-fluorophenyl)-D-alanine